C(CCC)NC1=NC=NC2=CC(=CC=C12)N(CCN(C(OC(C)(C)C)=O)C)CC tert-butyl N-[2-[[4-(butylamino)quinazolin-7-yl]-ethyl-amino]ethyl]-N-methylcarbamate